1-(3-tert-Butyl-4-hydroxy-3-oxo-2,3-dihydro-benzo[1,3]azaphosphol-1-yl)-2,2-dimethyl-propan-1-one C(C)(C)(C)P1(CN(C2=C1C(=CC=C2)O)C(C(C)(C)C)=O)=O